1-(5-chloro-2-{4-[methyl-(2-pyrrolidin-1-yl-ethyl)-amino]-phenylamino}-pyrimidin-4-yl)-1H-indole-3-carboxamide ClC=1C(=NC(=NC1)NC1=CC=C(C=C1)N(CCN1CCCC1)C)N1C=C(C2=CC=CC=C12)C(=O)N